[N+](=O)([O-])C1=C(C=CC(=C1)N)N nitrobenzene-1,4-diamine